tert-butyl 2-[(3-chloro-2-oxazol-2-yl-phenyl)methyl]morpholine-4-carboxylate ClC=1C(=C(C=CC1)CC1CN(CCO1)C(=O)OC(C)(C)C)C=1OC=CN1